BrC1=CC=CC=2[C@@H](COC21)N (S)-7-bromo-2,3-dihydrobenzofuran-3-amine